COC=1C(=CC=C2C=CC=NC12)C=1C=C2CCC3(CCN(CC3)C(=O)OC(C)(C)C)OC2=CC1 tert-Butyl 6-(8-methoxy-7-quinolyl)spiro[chromane-2,4'-piperidine]-1'-carboxylate